ClC1=C(C=C(N=N1)N(C=1SC=C(N1)C(=O)OCC)CCCO)C ethyl 2-[(6-chloro-5-methylpyridazin-3-yl)(3-hydroxypropyl)amino]-1,3-thiazole-4-carboxylate